1-(6-butyl-1H-benzo[d]imidazol-2-yl)-3-isopropylurea C(CCC)C=1C=CC2=C(NC(=N2)NC(=O)NC(C)C)C1